(2S)-2-triisopropylsilyloxy-propanal C(C)(C)[Si](O[C@H](C=O)C)(C(C)C)C(C)C